C(C(C)C)C1=CC=C(C=C1)Br p-isobutyl-bromobenzene